5-(hydroxymethyl)pyridine-2-carboxylic acid OCC=1C=CC(=NC1)C(=O)O